ethyl (3R,4R)-4-[1-methyl-5-(trifluoro-methyl)pyrazol-3-yl]-2-oxo-pyrrolidine-3-carboxylate CN1N=C(C=C1C(F)(F)F)[C@@H]1[C@H](C(NC1)=O)C(=O)OCC